N1(C=NC=C1)CCCCN 4-(1H-imidazol-1-yl)butan-1-amine